anilinoquinazolone C1=CC=C(C=C1)NC2=NC(=O)NC3=CC=CC=C32